C(C)(C)(C)OC(=O)N(C)C tert-butoxycarbonyldimethylamine